O=C([C@H](O)[C@@H](O)[C@H](O)[C@H](O)CO)[O-].OCCC[NH3+] Hydroxypropylammonium gluconat